C1(=CC=C(C=C1)N1C(=NC=C1)SCC1=CC=C(C=C1)F)C 1-(p-tolyl)-2-((4-fluorobenzyl)thio)-1H-imidazole